C1=CC=CC=2C3=CC=CC=C3N(C12)C=1C=C(C=CC1)C1=NC(=NC(=N1)C1=CC(=CC=C1)N1C2=CC=CC=C2C=2C=CC=CC12)C1=CC(=CC=C1)N1C2=CC=CC=C2C=2C=CC=CC12 2,4,6-tris(3-(carbazole-9-yl)phenyl)-1,3,5-triazine